O(C1=CC=CC=C1)C1=CC=C(CN2N=CC(=C2)C(=O)O)C=C1 1-(4-phenoxybenzyl)-1H-pyrazole-4-carboxylic acid